FC=1C(=NC=C2C=CC(N(C12)[C@H]1[C@](CCC1)(C)O)=O)NC1CCN(CC1)S(=O)(=O)C 8-fluoro-1-((1R,2R)-2-hydroxy-2-methylcyclopentyl)-7-((1-(methylsulfonyl)piperidin-4-yl)amino)-1,6-naphthyridin-2(1H)-one